C1=CC=CC=2C3=CC=CC=C3N(C12)CCCCCCCCCCCCCCCCCCP(O)(O)=O (18-(9H-carbazol-9-yl)octadecyl)phosphonic acid